FC1(C2CC(CC(C1)N2C(=O)OC(C)(C)C)OC=2N=NC(=CC2)C=2C=CC(=C1C=NNC21)C=2C=NN(C2)C2OCCCC2)F tert-butyl 6,6-difluoro-3-[(6-{4-[1-(oxan-2-yl)pyrazol-4-yl]-1H-indazol-7-yl}pyridazin-3-yl)oxy]-8-azabicyclo[3.2.1]octane-8-carboxylate